C(CCCCC)S(=O)(=O)OC1=C(C=CC=C1)NC(=O)NC1=CC(=CC=C1)OS(=O)(=O)CCCCCC N-[2-(hexanesulfonyloxy)phenyl]-N'-[3-(hexanesulfonyloxy)phenyl]urea